[C@H]12[C@H](C[C@H](CC1)C2)N2C(C=CC1=C2N=C(N=C1)S(=O)(=O)C)=O |r| Racemic-8-((1S,2S,4R)-bicyclo[2.2.1]heptan-2-yl)-2-(methylsulfonyl)pyrido[2,3-d]pyrimidin-7(8H)-one